Tetra-chloro-benzoquinone ClC1=C(C(C(=C(C1=O)Cl)Cl)=O)Cl